7-chloro-2-(2,6-difluorophenyl)-N-((4,6-dimethylpyridin-3-yl)methyl)imidazo[2,1-f][1,2,4]triazin-4-amine ClC1=CN=C2C(=NC(=NN21)C2=C(C=CC=C2F)F)NCC=2C=NC(=CC2C)C